N-[4-methylcoumarin-7-yl]maleimide CC1=CC(OC2=CC(=CC=C12)N1C(C=CC1=O)=O)=O